(N'-cyanoacetimidoylamino)-4-((2-methoxy-3-(1-methyl-1H-1,2,4-triazol-3-yl)phenyl)amino)-N-(methyl-d3)pyridazine-3-carboxamide C(#N)CC(=N)NC=1C(=C(N=NC1)C(=O)NC([2H])([2H])[2H])NC1=C(C(=CC=C1)C1=NN(C=N1)C)OC